6H-dibenzo[b,h]carbazole C1=CC=CC2=CC=3NC=4C=C5C(=CC4C3C=C21)C=CC=C5